C1(=CC=CC=C1)N=CCCOC(C)=O.COC(CCC1=C(C(=O)O)C=CC=C1)C.C(C1=CC=CC=C1)(=O)OCCCCOC 4-methoxybutyl benzoate [3-methoxybutyl benzoate] (3-phenyliminopropyl)acetate